ethyl (S)-5-(5-chloro-2-(3-(morpholinomethyl)-1,2,3,4-tetrahydroisoquinoline-2-carbonyl) pyridin-3-yl)-1,2-dimethyl-1H-pyrrole-3-carboxylate ClC=1C=C(C(=NC1)C(=O)N1CC2=CC=CC=C2C[C@H]1CN1CCOCC1)C1=CC(=C(N1C)C)C(=O)OCC